C(C1=CC=CC=C1)OC(=O)NCC1CCC(CC1)CC(=O)OC(C)(C)C tert-butyl 2-(4-((((benzyloxy)carbonyl)amino)methyl)cyclohexyl)acetate